2-(2,4-Difluoro-3-hydroxy-5-(trifluoromethyl)phenyl)-N-(oxetan-3-yl)benzo[d]oxazole-5-carboxamide FC1=C(C=C(C(=C1O)F)C(F)(F)F)C=1OC2=C(N1)C=C(C=C2)C(=O)NC2COC2